(2-cyano-4-fluoro-phenyl)boronic acid C(#N)C1=C(C=CC(=C1)F)B(O)O